O1COC2=C1C=CC=C2NC2=C(C=C1C(=N2)NN=C1N)F N6-(benzo[d][1,3]dioxol-4-yl)-5-fluoro-1H-pyrazolo[3,4-b]pyridine-3,6-diamine